C(C)[NH+]1CCCCC1CC 1,6-bisethylpiperidinium